2-hexadecene carbonate C(O)(O)=O.CC=CCCCCCCCCCCCCC